4-ethoxy-2-(ethyl-(piperidin-4-yl)amino)-N-(8-methoxy-2-methylimidazo[1,2-a]pyridin-6-yl)pyrimidine-5-carboxamide formate salt C(=O)O.C(C)OC1=NC(=NC=C1C(=O)NC=1C=C(C=2N(C1)C=C(N2)C)OC)N(C2CCNCC2)CC